4-(hydroxymethyl)-7-(trifluoromethyl)chroman-4-ol OCC1(CCOC2=CC(=CC=C12)C(F)(F)F)O